N-Phenyl-N'-(Pyridyl)urea C1(=CC=CC=C1)NC(=O)NC1=NC=CC=C1